C(CCCCCCC)C12C=CC(CC1)C2 octyl-norbornene